tert-butyl N-[4-[2-(trimethylsilyl)ethynyl]-1,3-thiazol-2-yl]carbamate C[Si](C#CC=1N=C(SC1)NC(OC(C)(C)C)=O)(C)C